2-(3-((8-(2-(3-chlorobenzylidene)hydrazineyl)pyrimido[5,4-d]pyrimidin-4-yl)amino)phenoxy)ethan-1-ol ClC=1C=C(C=NNC2=NC=NC3=C2N=CN=C3NC=3C=C(OCCO)C=CC3)C=CC1